piperidine-4-carboxylic acid benzyl ester C(C1=CC=CC=C1)OC(=O)C1CCNCC1